COC=1C=C2C=C(C=NC2=C(C1)N1CCC(CC1)C(F)(F)F)C(=O)N[C@@H](C)C1=NC=CC=C1 (S)-6-methoxy-N-(1-(pyridin-2-yl)ethyl)-8-(4-(trifluoromethyl)piperidin-1-yl)quinoline-3-carboxamide